5-(3-(trans-4-(2-bromoethoxy)cyclohexyl)-4,4-dimethyl-5-oxo-2-thioxoimidazolidin-1-yl)-3-(trifluoromethyl)pyridinecarbonitrile BrCCO[C@@H]1CC[C@H](CC1)N1C(N(C(C1(C)C)=O)C=1C=C(C(=NC1)C#N)C(F)(F)F)=S